COC1=CC(=C(C=C1)CCC1CN(C1)C(=O)N1C[C@@H]2[C@@H](OCC(N2)=O)CC1)C(F)(F)F (4aR,8aS)-6-[3-[2-[4-methoxy-2-(trifluoromethyl)phenyl]ethyl]azetidine-1-carbonyl]-4,4a,5,7,8,8a-hexahydropyrido[4,3-b][1,4]oxazin-3-one